NC1=NC=C(C=C1O[C@H](C)C=1C=C(C=CC1)NC(=O)C=1C=C2CCCC2=CC1)C=1C=NN(C1)C (R)-N-(3-(1-((2-amino-5-(1-methyl-1H-pyrazol-4-yl)pyridin-3-yl)oxy)ethyl)phenyl)-2,3-dihydro-1H-indene-5-carboxamide